tetrakis(2,4-di-tert-butyl-5-methylphenyl)[1,1-biphenyl]-4,4'-diyl bisphosphonate P(OC1=C(C(=C(C(=C1C1=C(C=C(C(=C1)C)C(C)(C)C)C(C)(C)C)C1=C(C=C(C(=C1)C)C(C)(C)C)C(C)(C)C)C1=CC=C(C=C1)OP([O-])=O)C1=C(C=C(C(=C1)C)C(C)(C)C)C(C)(C)C)C1=C(C=C(C(=C1)C)C(C)(C)C)C(C)(C)C)([O-])=O